C(C)OC(=O)C1=CN=C2N1N=C(C=C2)N2[C@H](C[C@@H](C2)F)C2=C(C=CC(=C2)F)SC.BrC=2C=C(C=CC2)C2(CC(C2)=O)C2=NN=CN2C 3-(3-bromophenyl)-3-(4-methyl-1,2,4-triazol-3-yl)cyclobutanone ethyl-6-[(2R,4S)-4-fluoro-2-[5-fluoro-2-(methylsulfanyl)phenyl]pyrrolidin-1-yl]imidazo[1,2-b]pyridazine-3-carboxylate